N-(7-Chloro-6-fluoro-4-oxo-2-pyrrolidin-1-yl-4H-quinazolin-3-yl)-2-(3,5-difluoro-phenyl)-acetamide ClC1=C(C=C2C(N(C(=NC2=C1)N1CCCC1)NC(CC1=CC(=CC(=C1)F)F)=O)=O)F